[C@@H](C)(CC)N1N=CN(C1=O)C1=CC=C(C=C1)N1CCN(CC1)C1=CC=C(C=C1)OC[C@H]1O[C@@](OC1)(C(F)(F)F)C1=C(C=C(C=C1)Cl)Cl 2-((R)-sec-Butyl)-4-(4-(4-(4-(((2R,4R)-2-(2,4-dichlorophenyl)-2-trifluoromethyl-1,3-dioxolan-4-yl)methoxy)phenyl)piperazin-1-yl)phenyl)-2,4-dihydro-3H-1,2,4-triazol-3-one